FC(S(=O)(=O)[O-])(F)F.C1(=CC=CC=C1)[S+](C(F)(F)F)C1=CC=CC=C1 Diphenyl(trifluoromethyl)sulfonium trifluoromethanesulfonate